8-acetyl-3,6-dimethyl-2-tetrahydropyran-4-yl-1,8a-dihydroquinoline-4-carboxamide C(C)(=O)C1=CC(=CC2=C(C(=C(NC12)C1CCOCC1)C)C(=O)N)C